COC(=O)C=1C=CC=2N(C1)N=CC2 Pyrazolo[1,5-a]pyridine-6-carboxylic acid methyl ester